N-[[(2S)-2-(3-cyanophenyl)oxetan-2-yl]methyl]-3-cyclopentyl-2-fluoro-propanamide C(#N)C=1C=C(C=CC1)[C@]1(OCC1)CNC(C(CC1CCCC1)F)=O